methyl 2-((2-(((tert-butoxycarbonyl) (3-(6-methoxy-3-nitropyridin-2-yl) propyl)-amino) methyl)-3-chloro-4-fluorophenyl) amino)-4,5-difluoro-benzoate C(C)(C)(C)OC(=O)N(CCCC1=NC(=CC=C1[N+](=O)[O-])OC)CC1=C(C=CC(=C1Cl)F)NC1=C(C(=O)OC)C=C(C(=C1)F)F